C1(=CC=CC=C1)N=C=NC1=CC=CC=C1 N,N'-diphenylcarbodiimide